((2R,3S,4R,5R)-5-(4-aminopyrrolo[2,1-f][1,2,4]triazin-7-yl)-5-cyano-3,4-dihydroxytetrahydrofuran-2-yl)methyl (cyclohexylmethyl) carbonate C(OC[C@H]1O[C@@]([C@@H]([C@@H]1O)O)(C#N)C1=CC=C2C(=NC=NN21)N)(OCC2CCCCC2)=O